O=S1(CCN(CC1)C(=O)C1=CC=C(C=C1)C1=C(N(C=C1)S(N)(=O)=O)C(=O)O)=O 3-[4-(1,1-Dioxo-1,4-thiazinane-4-carbonyl)phenyl]-1-sulfamoyl-pyrrole-2-carboxylic acid